N1C(=NC2=C1C=CC=C2)C=2C=C(C=CC2)NC2=CC=C(C=C2)C2=CC(=CC=C2)C(F)(F)F N-(3-(1H-benzo[d]imidazol-2-yl)phenyl)-3'-(trifluoromethyl)-[1,1'-biphenyl]-4-amine